(3s,4r)-4-[4-[4-[2-(5-fluoro-2-pyridinyl)-2-oxo-ethoxy]-3-(trifluoromethyl)pyrazolo[1,5-a]pyridin-6-yl]-5-methyl-triazol-1-yl]-3-hydroxy-piperidine-1-carboxylic acid tert-butyl ester C(C)(C)(C)OC(=O)N1C[C@@H]([C@@H](CC1)N1N=NC(=C1C)C=1C=C(C=2N(C1)N=CC2C(F)(F)F)OCC(=O)C2=NC=C(C=C2)F)O